5-chloro-N-(4-nitropyridin-2-yl)pyrazolo[1,5-a]pyrimidin-7-amine ClC1=NC=2N(C(=C1)NC1=NC=CC(=C1)[N+](=O)[O-])N=CC2